C(C)NCC(CCN(S(=O)(=O)C1=CC=C(C=C1)[N+](=O)[O-])CCC)O N-[4-(ethylamino)-3-hydroxy-butyl]-4-nitro-N-propyl-benzenesulfonamide